germanium(II) telluride [Ge]=[Te]